Ethyl (2E)-5-(prop-2-en-1-yloxy)pent-2-enoate C(C=C)OCC/C=C/C(=O)OCC